1-ethylazepane-4-thiol C(C)N1CCC(CCC1)S